5-(3,4-Dichloro-2-methyl-2H-indazol-5-yl)-3-methyl-2-((1R,2R,4S)-2-(methylamino)-7-azabicyclo[2.2.1]heptan-7-yl)-3,7-dihydro-4H-pyrrolo[2,3-d]pyrimidin-4-one ClC=1N(N=C2C=CC(=C(C12)Cl)C1=CNC=2N=C(N(C(C21)=O)C)N2[C@H]1[C@@H](C[C@@H]2CC1)NC)C